C1(CC1)C1=NNC=C1N1C=CC2=CC=CC=C12 1-(3-cyclopropyl-1H-pyrazol-4-yl)-1H-indole